C(C1=CC=CC=C1)OC1=C(C=C(C=C1)C=1C=CC=2N(C3=CC=C(C=C3OC2C1)C=1C=C2C=CNC2=CC1)CCN1CCOCC1)C(F)(F)F 3-(4-(benzyloxy)-3-(trifluoromethyl)phenyl)-7-(1H-indol-5-yl)-10-(2-morpholinoethyl)-10H-phenoxazine